BrCC(=O)C1CC1 2-Bromo-1-cyclopropyl-1-ethanone